ClC=1C=C(OC2CCC(CC2)NC(=O)C=2N=NC(=CC2)N2CC3CCC(C2)N3CC=3C=C2C(N(C(C2=CC3)=O)C3C(NC(CC3)=O)=O)=O)C=CC1C#N N-((1r,4r)-4-(3-chloro-4-cyanophenoxy)cyclohexyl)-6-(8-((2-(2,6-dioxopiperidin-3-yl)-1,3-dioxoisoindolin-5-yl)methyl)-3,8-diazabicyclo[3.2.1]octan-3-yl)pyridazine-3-carboxamide